N-(5-((2-(2,2-dimethylpyrrolidin-1-yl)ethyl)carbamoyl)-2-fluorophenyl)-2-(1-methyl-1H-pyrazol-4-yl)-1H-pyrrolo[2,3-b]pyridine-5-carboxamide CC1(N(CCC1)CCNC(=O)C=1C=CC(=C(C1)NC(=O)C=1C=C2C(=NC1)NC(=C2)C=2C=NN(C2)C)F)C